C(C1=CC=CC=C1)N1CCCC2CC=3NC=4C=CC(=CC4C3CC21)OC 1-benzyl-9-methoxy-2,3,4,4a,5,6,11,11a-octahydro-1H-pyrido[3,2-b]carbazole